COC(C1=C(C=C(C=C1OC)N1CC(C1)N1CCN(CC1)C1=CC=C(C=C1)Br)C=O)=O.C(C)O[C@@H]1[C@H](C2=CC=CC=C2C1)NC(\C=C\C1=CC=C2C(=NNC2=C1)C)=O (E)-N-((1S,2S)-2-ethoxy-2,3-dihydro-1H-inden-1-yl)-3-(3-methyl-1H-indazol-6-yl)acrylamide methyl-4-[3-[4-(4-bromophenyl)piperazin-1-yl]azetidin-1-yl]-2-formyl-6-methoxy-benzoate